tert-butyl 5-(2,6-dichloro-4-pyridyl)-3,6-dihydro-2H-pyridine-1-carboxylate ClC1=NC(=CC(=C1)C1=CCCN(C1)C(=O)OC(C)(C)C)Cl